methyl (4,6-diamino-2-(7-fluoro-1-(pyridin-4-ylmethyl)-1H-indazol-3-yl) pyrimidin-5-yl)(methyl)carbamate NC1=NC(=NC(=C1N(C(OC)=O)C)N)C1=NN(C2=C(C=CC=C12)F)CC1=CC=NC=C1